3-chloro-1-(4-chloro-2-fluorophenyl)-8,9-dihydropyrido[3,4-d]pyrrolo[1,2-a]pyrimidin-5(7H)-one ClC1=CC2=C(N=C3N(C2=O)CCC3)C(=N1)C1=C(C=C(C=C1)Cl)F